CC1=C(C(=O)O)C(=C(C=C1)C)N 2,5-dimethyl-6-aminobenzoic acid